propyl-potassium carbonate C(O)(O)=O.C(CC)[K]